NC1=C(C2=C(N=C(N=C2)SC)N(C1=O)C1=CC=CC=C1)C#C[Si](C(C)C)(C(C)C)C(C)C 6-amino-2-(methylsulfanyl)-8-phenyl-5-[2-(triisopropylsilyl)ethynyl]pyrido[2,3-d]pyrimidin-7-one